FC1=C(COC2=CC=CC(=N2)C23CCN(CC3C2)CC2=NC3=C(N2C[C@H]2OCC2)C=C(C=C3)C(=O)O)C=CC(=C1)OC 2-((6-(6-((2-fluoro-4-methoxybenzyl)oxy)pyridin-2-yl)-3-azabicyclo[4.1.0]heptan-3-yl)methyl)-1-(((S)-oxetan-2-yl)methyl)-1H-benzo[d]imidazole-6-carboxylic acid